FC(CCCS(=O)CCCCCCCCC[C@H]1[C@H]2[C@@H]3CC[C@@H]([C@@]3(C)CC[C@@H]2C=2C=CC(=CC2C1)O)O)(C(F)(F)F)F 7α-[9-(4,4,5,5,5-pentafluoropentylsulfinyl)nonyl]estra-1,3,5(10)-triene-3,17β-diol